BrCCC1=CC=C(C=C1)S(=O)(=O)NC 4-(bromoethyl)-N-methylbenzenesulfonamide